The molecule is a member of the class of barbiturates, the structure of which is that of barbituric acid substituted at C-5 by ethyl and phenyl groups. It has a role as an anticonvulsant, a sedative, an excitatory amino acid antagonist and a drug allergen. CCC1(C(=O)NC(=O)NC1=O)C2=CC=CC=C2